4-[[2-(5-chloro-2-hydroxy-phenyl)acetyl]amino]-N-(3-hydroxycyclohexyl)pyridine-2-carboxamide 3-phospho-glycerate P(=O)(O)(O)OCC(C(=O)O)O.ClC=1C=CC(=C(C1)CC(=O)NC1=CC(=NC=C1)C(=O)NC1CC(CCC1)O)O